5-(benzylsulfanyl-(sulfanyl))-2-bromo-1,3-difluorobenzene C(C1=CC=CC=C1)SSC=1C=C(C(=C(C1)F)Br)F